COC=1OC2=CC(=CC(=C2C(C1C1=CC(=CC=C1)O)=O)O)O methoxy-3',5,7-trihydroxyisoflavone